Bis-(4-acetoxyphenyl) ethynylphosphite C(#C)P(OC1=CC=C(C=C1)OC(C)=O)(OC1=CC=C(C=C1)OC(C)=O)[O-]